di-(4-phenoxyphenyl)-carbonate O(C1=CC=CC=C1)C1=CC=C(C=C1)OC(OC1=CC=C(C=C1)OC1=CC=CC=C1)=O